17-azido-3,6,9,12,15-pentaoxaheptadecane N(=[N+]=[N-])CCOCCOCCOCCOCCOCC